ClC=1C=C2C(=C(N(C2=CC1)CC1CCOCC1)C)C(=O)N1CCC(CC1)(C(=O)O)C1=CC=C(C=C1)F 1-(5-chloro-2-methyl-1-((tetrahydro-2H-pyran-4-yl)methyl)-1H-indole-3-carbonyl)-4-(4-fluorophenyl)piperidine-4-carboxylic acid